CO/C(/C(=O)N)=C/C(=O)N methoxymaleamide